Calcium (II) Acetylacetone Hydrate O.C(C)(=O)CC(C)=O.[Ca+2]